COC1=C(C=CC=C1)P(CCCP(C1=C(C=CC=C1)OC)C1=C(C=CC=C1)OC)C1=C(C=CC=C1)OC 1,3-bis[di(2-methoxyphenyl)phosphino]propane